2-chloro-1,3-bis(methoxycarbonyl)guanidine ClN=C(NC(=O)OC)NC(=O)OC